tert-butyl ((1-(3-((2-oxo-2-((4-(3-(pyridin-4-yl)phenyl)thiazol-2-yl)amino)ethyl)carbamoyl)phenyl)cyclopropyl)methyl)carbamate O=C(CNC(=O)C=1C=C(C=CC1)C1(CC1)CNC(OC(C)(C)C)=O)NC=1SC=C(N1)C1=CC(=CC=C1)C1=CC=NC=C1